S1C=NC2=C1C=CC(=C2)NC2=CC=NC1=CC=C(C=C21)C2=C(C=C(C(=O)N1CC(N(CC1)CC)=O)C=C2)F 4-(4-(4-(benzo[d]thiazol-5-ylamino)quinolin-6-yl)-3-fluorobenzoyl)-1-ethylpiperazin-2-one